methyl 3-((6-(cyclopropanecarboxamido)-3-((methyl-d3)carbamoyl)-pyridazin-4-yl)amino)-4-methoxy-5-(2-methyl-2H-1,2,3-triazol-4-yl)benzoate C1(CC1)C(=O)NC1=CC(=C(N=N1)C(NC([2H])([2H])[2H])=O)NC=1C=C(C(=O)OC)C=C(C1OC)C1=NN(N=C1)C